(S)-1-(5-((2-amino-3-chloropyridin-4-yl)thio)pyrazin-2-yl)-3'-chloro-2'-methyl-4'H,6'H-spiro[piperidine-4,5'-pyrrolo[1,2-b]pyrazol]-4'-amine NC1=NC=CC(=C1Cl)SC=1N=CC(=NC1)N1CCC2([C@@H](C=3N(N=C(C3Cl)C)C2)N)CC1